COC=1C(=NC=CC1)CC(C)=O (3-methoxypyridin-2-yl)-2-propanone